allyloxy hydroxypropyl-sulfonate 4'-thio-pseudouridineBenzyl-(S)-8-amino-3-(trifluoromethyl)-7,8-dihydro-1,6-naphthyridine-6(5H)-carboxylate [C@]1([C@H](O)[C@H](O)[C@@H](CO)S1)(C1=CNC(=O)NC1=O)C1=CC=CC=C1COC(=O)N1CC=2C=C(C=NC2[C@H](C1)N)C(F)(F)F.OCCCS(=O)(=O)OOCC=C